C(#N)C=1C(N2[C@H]([C@H](CCC2=CC1)NS(=O)(=O)C)COC1CCC(CC1)CC)=O |r| rac-N-[(3S,4R)-7-cyano-4-({[(1s,4S)-4-ethylcyclohexyl]oxy}methyl)-6-oxo-1,3,4,6-tetrahydro-2H-quinolizin-3-yl]methanesulfonamide